2-oxo-1-[5-(2,2,2-trifluoroethoxy)pyrimidin-4-yl]-1,2-dihydropyridine-3-carboxylic Acid O=C1N(C=CC=C1C(=O)O)C1=NC=NC=C1OCC(F)(F)F